bis(piperidinyl succinamate) L-lysine salt N[C@@H](CCCCN)C(=O)O.N1(CCCCC1)C(C(=O)O)CC(=O)N.N1(CCCCC1)C(C(=O)O)CC(=O)N